2-(cyclopropylamino)-6-(5-methyl-3,4-dihydro-2H-quinoxalin-1-yl)-8-(tetrahydrofuran-3-ylmethyl)pyrido[2,3-d]pyrimidin-7-one C1(CC1)NC=1N=CC2=C(N1)N(C(C(=C2)N2CCNC1=C(C=CC=C21)C)=O)CC2COCC2